[C@H]12CN(C[C@H](OC1)C2)C=2C(=NC1=CC(=CC(=C1N2)[C@@H](C)NC=2C(=NC(=CC2)Cl)C(=O)O)C)C#N 3-(((R)-1-(3-((1S,5R)-6-oxa-3-azabicyclo[3.2.1]octan-3-yl)-2-cyano-7-methylquinoxalin-5-yl)ethyl)amino)-6-chloropicolinic acid